CC(C)CC(CCCC)=O 2-Methyloctan-4-one